CC=1C(=C(C=C(C1)C(F)(F)F)O)C=1N=NC(=C(C1)C)NC1CN(CCC1)C 3-methyl-2-(5-methyl-6-((1-methylpiperidin-3-yl)amino)pyridazin-3-yl)-5-(trifluoromethyl)phenol